COC(=O)C=1C=C(C2=C(N(N=N2)C/C(=C/CN)/F)C1)C1=C(C=CC(=C1)S(NC1CC1)(=O)=O)OC (Z)-1-(4-amino-2-fluorobut-2-en-1-yl)-4-(5-(N-cyclopropylsulfamoyl)-2-methoxyphenyl)-1H-benzo[d][1,2,3]triazole-6-carboxylic acid methyl ester